CC1=C2CN(C(C2=CC(=C1C)CC1=CC=C(C=C1)C=1N=NN(C1)C)=O)C[C@H]1OCCC1 4,5-dimethyl-6-(4-(1-methyl-1H-1,2,3-triazol-4-yl)benzyl)-2-((2S)-tetrahydrofuran-2-ylmethyl)isoindolin-1-one